P(=O)(OCC1=CC(=C(C(=C1)C(C)(C)C)O)C(C)(C)C)(OCC)OCC 3,5-di-tert-butyl-4-hydroxy-benzyl diethyl phosphate